FC1=C(C=CC(=C1)F)C#C[Si](C)(C)C (2,4-difluorophenylethynyl)trimethylsilane